2,2-dimethylpropyl (3R,4S)-3-{5-[4-amino-5-(trifluoromethyl)pyrrolo[2,1-f][1,2,4]triazin-7-yl]-2-methoxypyridine-3-amido}-4-fluoropyrrolidine-1-carboxylate NC1=NC=NN2C1=C(C=C2C=2C=C(C(=NC2)OC)C(=O)N[C@@H]2CN(C[C@@H]2F)C(=O)OCC(C)(C)C)C(F)(F)F